7-aminoisoindolin-1-one NC=1C=CC=C2CNC(C12)=O